C(C1=CC=CC=C1)NC(=O)C12NC(C3C(C1N(CC2C3)C3CCOCC3)C3=CC=CC=C3)=O N-benzyl-5-oxo-7-phenyl-1-(tetrahydro-2H-pyran-4-yl)octahydro-3aH-3,6-methanopyrrolo[3,2-b]pyridine-3a-carboxamide